bishydroxyethoxybenzene C1=CC(=CC(=C1)OCCO)OCCO